FC(OC1=CC=C(C=C1)C1=CC=C(C(=O)O)C=C1)(F)F 4-(4-(trifluoromethoxy)phenyl)benzoic acid